methyl (S)-3-aminobutyrate N[C@H](CC(=O)OC)C